[N+](=O)([O-])C1=C(C(=CC(=C1)[N+](=O)[O-])[N+](=O)[O-])S(=O)(=O)O 2,4,6-Trinitrobenzenesulphonic acid